tert-Butyl (S)-2-(2-hydroxy-3-((7-(5-methyl-1,2,4-oxadiazol-3-yl)isoquinolin-1-yl)amino)propanamido)-4-methylthiazole-5-carboxylate O[C@H](C(=O)NC=1SC(=C(N1)C)C(=O)OC(C)(C)C)CNC1=NC=CC2=CC=C(C=C12)C1=NOC(=N1)C